pentaerythritol tetrakis(4-hydroxy-3,5-di-tertiary butyl-phenyl-propionate) OC1=C(C=C(C=C1C(C)(C)C)C(C(=O)OCC(COC(C(C)C1=CC(=C(C(=C1)C(C)(C)C)O)C(C)(C)C)=O)(COC(C(C)C1=CC(=C(C(=C1)C(C)(C)C)O)C(C)(C)C)=O)COC(C(C)C1=CC(=C(C(=C1)C(C)(C)C)O)C(C)(C)C)=O)C)C(C)(C)C